1-(2-(1,3-dioxolan-2-yl)ethyl)-4-butylcyclohexyl acetate C(C)(=O)OC1(CCC(CC1)CCCC)CCC1OCCO1